METHYL BENZOATE (methyl benzoate) CC1=C(C(=O)O)C=CC=C1.C(C1=CC=CC=C1)(=O)OC